2,5-dichloro-N-(2-fluoro-3-(7-(methylamino)-1,6-naphthyridin-3-yl)phenyl)-3-(hydroxymethyl)benzenesulfonamide ClC1=C(C=C(C=C1CO)Cl)S(=O)(=O)NC1=C(C(=CC=C1)C=1C=NC2=CC(=NC=C2C1)NC)F